5-chloro-2-(difluoromethoxy)-N-(3-fluoro-5-methylbenzyl)-N-methylnicotinamide ClC=1C=NC(=C(C(=O)N(C)CC2=CC(=CC(=C2)C)F)C1)OC(F)F